2-((4-(6-((4-acetyl-2,6-difluorobenzyl)oxy)pyridine-2-yl)piperidin-1-yl)methyl)-1-(oxetan-2-ylmethyl)-1H-benzo[d]imidazole-6-carboxylic acid C(C)(=O)C1=CC(=C(COC2=CC=CC(=N2)C2CCN(CC2)CC2=NC3=C(N2CC2OCC2)C=C(C=C3)C(=O)O)C(=C1)F)F